3-[[(1R)-1-(3,6-dimethyl-4-oxo-2-phenyl-chromen-8-yl)ethyl]amino]pyridine-2-carboxylic acid methyl ester COC(=O)C1=NC=CC=C1N[C@H](C)C=1C=C(C=C2C(C(=C(OC12)C1=CC=CC=C1)C)=O)C